amino-4-pyrazolecarboxamide hemisulfate salt S(=O)(=O)(O)O.NC1=NNC=C1C(=O)N.NC1=NNC=C1C(=O)N